4,7-di-n-butyloxynaphthyltetrahydrothiophenium nonafluorobutanesulfonate FC(C(C(C(S(=O)(=O)[O-])(F)F)(F)F)(F)F)(F)F.C(CCC)OC1=CC=C(C2=CC(=CC=C12)OCCCC)[S+]1CCCC1